CN(C(C(=C)C)=O)C1=C(C=CC(=C1)C(F)(F)F)C#N N-methyl-N-(2-cyano-5-trifluoromethylphenyl)-methacrylamide